C(C)OC(=O)C=1C=C2C=CC=NC2=C(N1)N1CCCC2=CC(=C(C=C12)C(F)F)C1CCN(CC1)C(C)=O 8-[6-(1-Acetylpiperidin-4-yl)-7-difluoromethyl-3,4-dihydro-2H-quinolin-1-yl]-[1,7]naphthyridine-6-carboxylic acid ethyl ester